diazobicyclo[3.2.1]-octane [N+](=[N-])=C1C2CCC(CC1)C2